FC1(CC(CC1)OC1=CC(=CN=N1)[C@@](O)(C1=CC=C(C=C1)C(C)C)C1(CN(C1)C)C)F (R)-[6-(3,3-Difluoro-cyclopentyloxy)-pyridazin-4-yl]-(1,3-dimethyl-azetidin-3-yl)-(4-isopropyl-phenyl)-methanol